NC1=C(C=C(C(=N1)N1C=C(C(C2=CC(=C(C(=C12)Cl)N1CC(C1)O)F)=O)C(=O)O)F)N1CC(C1)O 1-(6-amino-3-fluoro-5-(3-hydroxyazetidin-1-yl)pyridin-2-yl)-8-chloro-6-fluoro-7-(3-hydroxyazetidin-1-yl)-4-oxo-1,4-dihydroquinoline-3-carboxylic acid